N-(cyclopropylmethyl)-1-[6-[[4-(1H-indazol-4-yl)triazol-1-yl]methyl]-1H-indol-2-yl]methanamine C1(CC1)CNCC=1NC2=CC(=CC=C2C1)CN1N=NC(=C1)C1=C2C=NNC2=CC=C1